N-(5-(4-chloro-3-(neopentyloxy)phenyl)-4-(4-(trifluoromethyl)phenyl)pyrimidin-2-yl)-3-(methylsulfonamido)benzenesulfonamide ClC1=C(C=C(C=C1)C=1C(=NC(=NC1)NS(=O)(=O)C1=CC(=CC=C1)NS(=O)(=O)C)C1=CC=C(C=C1)C(F)(F)F)OCC(C)(C)C